(E)-but-2-en-1-ol C(\C=C\C)O